[4-[2-[3-[3-[3-amino-6-(2-hydroxyphenyl)pyridazin-4-yl]-3,8-diazabicyclo[3.2.1]octan-8-yl]phenoxy]ethyl]piperazin-1-yl]-(2-azaspiro[3.3]heptan-6-yl)methanone NC=1N=NC(=CC1N1CC2CCC(C1)N2C=2C=C(OCCN1CCN(CC1)C(=O)C1CC3(CNC3)C1)C=CC2)C2=C(C=CC=C2)O